OC=1C=2N(C=CC1)C=CN2 8-hydroxyimidazo[1,2-a]pyridine